ClC=1C=C2C(=C3C4(NC(NC13)=O)CCCCC4)OC(=C2)C(=O)NCC(N2CCCCC2)=O 5'-chloro-7'-oxo-N-[2-oxo-2-(piperidin-1-yl)ethyl]-7',8'-dihydro-6'H-spiro[cyclohexane-1,9'-furo[2,3-f]quinazoline]-2'-carboxamide